3-ethyl-benzothiazolium perchlorate Cl(=O)(=O)(=O)[O-].C(C)[N+]1=CSC2=C1C=CC=C2